rel-(R)-3-(1,4-dimethyl-1H-benzo[d]-[1,2,3]triazol-5-yl)-3-(3-((2,2-dimethyl-2,3-dihydropyrido[2,3-f][1,4]oxazepin-4(5H)-yl)methyl)-4-fluorophenyl)-propanoic acid CN1N=NC2=C1C=CC(=C2C)[C@H](CC(=O)O)C2=CC(=C(C=C2)F)CN2CC(OC1=C(C2)N=CC=C1)(C)C |o1:11|